tert-butyl 5-(2-aminoethyl)-1H-indole-1-carboxylate NCCC=1C=C2C=CN(C2=CC1)C(=O)OC(C)(C)C